OC=1C=C(C=CC1OC)/C=C/C(=O)C1=CC=C(C=C1)N1CCOCC1 (E)-3-(3-Hydroxy-4-methoxyphenyl)-1-(4-morpholin-4-ylphenyl)prop-2-en-1-one